C(C)(C)OC(N[C@@H]1CC[C@H](CC1)C=1SC(=CN1)C1=C(C=C(C=C1)COCC(C)C)S(NCC)(=O)=O)=O (Trans-4-(5-(2-(N-ethylsulfamoyl)-4-(isobutoxymethyl)phenyl)thiazol-2-yl)Cyclohexyl)carbamic acid isopropyl ester